BrC=1C=C(C=CC1)C(OC=1C=C2CN(C(C2=CC1)=O)C1CCCC1)[2H] 5-((3-bromophenyl)methoxy-d)-2-cyclopentylisoindolin-1-one